C(CC)OC=1C(=C(C=O)C=CC1)OCCC dipropoxybenzaldehyde